10-(2,5-dimethylphenyl)-9,9-dimethyl-9,10-dihydroacridine CC1=C(C=C(C=C1)C)N1C=2C=CC=CC2C(C2=CC=CC=C12)(C)C